11,11-dimethyl-N-(naphthalen-1-yl)-11H-benzo[a]fluorene-9-amine CC1(C2=CC(=CC=C2C2=CC=C3C(=C12)C=CC=C3)NC3=CC=CC1=CC=CC=C31)C